1-Heptyl-2-propylpiperidinium fluorid [F-].C(CCCCCC)[NH+]1C(CCCC1)CCC